2-((S)-1-acryloyl-4-(7-(3-chloro-2-methoxyphenyl)-2-(((S)-1-methylpyrrolidin-2-yl)methoxy)-5,6,7,8-tetrahydropyrido[3,4-d]pyrimidin-4-yl)piperazin-2-yl)acetonitrile C(C=C)(=O)N1[C@H](CN(CC1)C=1C2=C(N=C(N1)OC[C@H]1N(CCC1)C)CN(CC2)C2=C(C(=CC=C2)Cl)OC)CC#N